ClC1=C(C=C(N=N1)N(C=1SC=C(N1)C(=O)OCC)CCOC)C ethyl 2-[(6-chloro-5-methylpyridazin-3-yl)(2-methoxyethyl)amino]-1,3-thiazole-4-carboxylate